3-(2-methylpropyl)-6-(prop-2-yl)naphthalene-1-sulfonic acid CC(CC=1C=C(C2=CC=C(C=C2C1)C(C)C)S(=O)(=O)O)C